(3aS,5S,6S,7S,7aR)-3-[4-[4-[6-chloro-4-(trifluoromethyl)-2-pyridyl]piperazin-1-yl]sulfonyl-phenyl]-5,7-dihydroxy-6-(hydroxymethyl)-5,6,7,7a-tetrahydro-3aH-pyrano[2,3-d]oxazol-2-one ClC1=CC(=CC(=N1)N1CCN(CC1)S(=O)(=O)C1=CC=C(C=C1)N1C(O[C@H]2[C@@H]1O[C@@H]([C@H]([C@@H]2O)CO)O)=O)C(F)(F)F